BrC1=C(C=C(C=C1C(=O)[O-])C1=CC(=CC(=C1)C(F)(F)F)C(F)(F)F)C(=O)OC methyl 4-bromo-3',5'-bistrifluoromethyl-3,5-biphenyldicarboxylate